BrC(CCO)(O)[N+](=O)[O-] bromonitropropane-1,3-diol